ClC1=NC(=NC=C1)NC=1C(=NC=CC1)C 4-chloro-N-(2-methylpyridin-3-yl)pyrimidin-2-amine